Cl.C(C)N(CCCS)CC 3-(diethylamino)propane-1-thiol hydrochloride